N-(5-((6-((R)-3-(2,5-difluorophenyl)isoxazolidine-2-yl)pyrimidine-4-yl)amino)-2-(4-((3S,5R)-4-ethyl-3,5-dimethylpiperazine-1-yl)piperidine-1-yl)-4-methoxyphenyl)acrylamide FC1=C(C=C(C=C1)F)[C@@H]1N(OCC1)C1=CC(=NC=N1)NC=1C(=CC(=C(C1)NC(C=C)=O)N1CCC(CC1)N1C[C@@H](N([C@@H](C1)C)CC)C)OC